3-(5-(1-cyclopropyl-2-methyl-1H-imidazo[4,5-b]pyridin-6-yl)pyrrolo[2,1-f][1,2,4]triazin-4-yloxy)cyclobutan-1-ol C1(CC1)N1C(=NC2=NC=C(C=C21)C=2C=CN1N=CN=C(C12)OC1CC(C1)O)C